isoindolinyl-phenyl-butanoic acid C1(NCC2=CC=CC=C12)C(C(=O)O)(CC)C1=CC=CC=C1